2-chloro-7-methoxy-N-[(1R)-1-(2-methyl-3-(trifluoromethyl)phenyl)ethyl]Quinazolin-4-amine ClC1=NC2=CC(=CC=C2C(=N1)N[C@H](C)C1=C(C(=CC=C1)C(F)(F)F)C)OC